(2RS)-2-[6-[2-(6-amino-3-pyridinyl)ethynyl]-1-oxo-isoindolin-2-yl]-2-(3-hydroxy-2-pyridinyl)-N-thiazol-2-yl-acetamide trifluoroacetate salt FC(C(=O)O)(F)F.NC1=CC=C(C=N1)C#CC1=CC=C2CN(C(C2=C1)=O)[C@@H](C(=O)NC=1SC=CN1)C1=NC=CC=C1O |r|